1-{4-[(benzyloxy)methyl]piperidin-1-yl}-2-(2-phenyl-1,3-thiazol-4-yl)ethan-1-one C(C1=CC=CC=C1)OCC1CCN(CC1)C(CC=1N=C(SC1)C1=CC=CC=C1)=O